C(C)(C)(C)OC(=O)N[C@H](C(=O)O)CC=1C=CC=C2C=CC=NC12 (S)-2-((tert-Butoxycarbonyl)amino)-3-(quinolin-8-yl)propanoic acid